C(#N)C1=CC=C(C=C1)NC1=NC=C(C(=N1)NC1=C(C(=CC=C1)C1=NN(C=N1)C)OC)C(=O)NC([2H])([2H])[2H] 2-((4-Cyanophenyl)amino)-4-((2-methoxy-3-(1-methyl-1H-1,2,4-triazol-3-yl)phenyl)amino)-N-(methyl-d3)pyrimidine-5-carboxamide